1-(7-morpholino-2-(pyridin-4-yl)pyrazolo[1,5-a]pyrimidin-5-yl)-3-(pyrimidin-5-yl)-1H-pyrazol-5-ol O1CCN(CC1)C1=CC(=NC=2N1N=C(C2)C2=CC=NC=C2)N2N=C(C=C2O)C=2C=NC=NC2